FC1=CC(=CC2=CN(N=C12)C)C=1SC2=C(N1)SC(=C2)C2CC(NCC2)C 7-fluoro-2-methyl-5-[5-(2-methylpiperidin-4-yl)thieno[2,3-d][1,3]thiazol-2-yl]indazole